FC1=CC(=C(C(=O)NC2(CC2)C2=C3C=CC=NC3=CC(=C2)C=C)C=C1OC[C@H]1N(CC1)C)C (S)-4-Fluoro-2-methyl-5-((1-methylazetidin-2-yl)methoxy)-N-(1-(7-vinylquinolin-5-yl)cyclopropyl)benzamide